NC1\N=C(/C2=C(N(C1=O)CC1=CC=C(C=C1)OC)C=CC=C2)\C2=CC=CC=C2 (Z)-3-amino-1-(4-methoxybenzyl)-5-phenyl-1H-benzo[e][1,4]diazepin-2(3H)-one